tert-butyl 17-((4-bromopyridin-2-yl)oxy)-3,6,9,12,15-pentaoxaheptadecanoate BrC1=CC(=NC=C1)OCCOCCOCCOCCOCCOCC(=O)OC(C)(C)C